2-{3-[methyl-(2,2,6,6-tetramethylpiperidin-4-yl)amino]-1,2,4-triazin-6-yl}-5-(1H-pyrazol-4-yl)pyridin-3-ol CN(C=1N=NC(=CN1)C1=NC=C(C=C1O)C=1C=NNC1)C1CC(NC(C1)(C)C)(C)C